6-oxo-1-(tetrahydro-2H-pyran-4-yl)-5-(3-(trifluoromethyl)benzamido)-4,5,6,7-tetrahydro-1H-pyrazolo[3,4-b]pyridine-3-carboxylic acid O=C1C(CC2=C(N1)N(N=C2C(=O)O)C2CCOCC2)NC(C2=CC(=CC=C2)C(F)(F)F)=O